FC=1C=C(C=C2CN(C(C12)=O)C1C(NC(CC1)=O)=O)CN1CCN(CC1)CC1=C(C=CC=C1)C1=CC=C(C=C1)F 3-(7-fluoro-5-((4-((4'-fluoro-[1,1'-biphenyl]-2-yl)methyl)piperazin-1-yl)methyl)-1-Oxoisoindolin-2-yl)piperidine-2,6-dione